9H-fluoren-9-ylmethyl carbonochloridate C(OCC1C2=CC=CC=C2C=2C=CC=CC12)(=O)Cl